OC1C[C@H](N(C1)CCCCCC(=O)OC(CCCCCCCC)CCCCCCCC)C(=O)OCCCCCCCC(=O)OC(CCCCCCCC)CCCCCCCC [8-(1-octylnonoxy)-8-oxo-octyl] (2S)-4-hydroxy-1-[6-(1-octylnonoxy)-6-oxo-hexyl]pyrrolidine-2-carboxylate